CC=1C=C(C(=O)NC2=CC(=CC=C2)[C@H](C)NC2=CN=C3C(=N2)N(N=C3)C)C=CC1C (S)-3,4-dimethyl-N-(3-(1-((1-methyl-1H-pyrazolo[3,4-b]pyrazin-6-yl)amino)ethyl)phenyl)benzamide